(3,4-dimethoxyphenyl)acetyl chloride COC=1C=C(C=CC1OC)CC(=O)Cl